ClC1=CC=C(S1)CNC1=CC(=NN1C(C(CO)(C)C)=O)C1CCN(CC1)C(C(F)(F)F)C1=NC=CC=C1 1-(5-{[(5-Chlorothiophen-2-yl)methyl]amino}-3-{1-[2,2,2-trifluoro-1-(pyridin-2-yl)ethyl]piperidin-4-yl}-1H-pyrazol-1-yl)-3-hydroxy-2,2-dimethylpropan-1-on